dimethyl 4-(4-hydroxy-3-methoxyphenyl)-1,4-dihydropyridine-3,5-dicarboxylate OC1=C(C=C(C=C1)C1C(=CNC=C1C(=O)OC)C(=O)OC)OC